C(CC=C)N(C1=CC=CC=C1)C N-(but-3-en-1-yl)-N-methylaniline